(R)-tert-butyl 3-((S)-1-(tert-butoxy)-3-(2-fluoro-5-formylphenyl)-1-oxopropan-2-yl)pyrrolidine-1-carboxylate C(C)(C)(C)OC([C@@H](CC1=C(C=CC(=C1)C=O)F)[C@@H]1CN(CC1)C(=O)OC(C)(C)C)=O